6-chloro-N-(2,4-dimethoxybenzyl)-3H-[1,2,3]triazolo[4,5-C]pyridin-4-amine ClC1=CC2=C(C(=N1)NCC1=C(C=C(C=C1)OC)OC)NN=N2